FC(C1=NN=C(S1)NC(=O)C1=NN2C(C(N(CC2)CC2=NC=CC=C2)=O)=C1C)(F)F 3-Methyl-4-oxo-5-pyridin-2-ylmethyl-4,5,6,7-tetrahydropyrazolo[1,5-a]pyrazine-2-carboxylic acid (5-trifluoromethyl-[1,3,4]thiadiazol-2-yl) amide